1,4-bis(3-hydroxypropyl)-1,4-dimethyltetrazene OCCCN(N=NN(C)CCCO)C